COC=1C=C(C=CC1OC)C=1NC2=CC=C(C=C2C1C(C)C)OCC(=O)N1CCNCC1 2-((2-(3,4-dimethoxyphenyl)-3-isopropyl-1H-indol-5-yl)oxy)-1-(piperazin-1-yl)ethan-1-one